ClC1=CC=C2C(=N1)N(C=C2C2=CC1=C(N=CO1)C=C2OC)COCC[Si](C)(C)C 6-(6-chloro-1-[[2-(trimethylsilyl)ethoxy]methyl]pyrrolo[2,3-b]pyridin-3-yl)-5-methoxy-1,3-benzoxazole